O=C1NC=CC2=C(C=CC=C12)S(=O)(=O)N1CCC=2C=NC(=CC21)C#N 1-[(1-oxo-2H-isoquinolin-5-yl)sulfonyl]-2,3-dihydropyrrolo[3,2-c]pyridine-6-carbonitrile